5-chloro-2-[[2-(6-chloro-5-fluoro-3-pyridyl)-4-(difluoromethyl)imidazol-1-yl]methyl]pyrimidine ClC=1C=NC(=NC1)CN1C(=NC(=C1)C(F)F)C=1C=NC(=C(C1)F)Cl